ClC=1C=C2C(=C3C1NC(NC31CCCCC1)=O)OC(=N2)CN2CC1CN(CC1C2)C 5-chloro-2-({5-methyl-octahydropyrrolo[3,4-c]pyrrol-2-yl}methyl)-7,8-dihydro-6H-spiro[[1,3]oxazolo[5,4-f]quinazoline-9,1'-cyclohexane]-7-one